12-((2-(2,6-Dioxopiperidin-3-yl)-1,3-Dioxoisoindolin-5-yl)amino)-N-(4-((1S,4S)-5-((E)-3-(2-hydroxyphenyl)-3-oxoprop-1-en-1-yl)-2,5-diazabicyclo[2.2.1]hept-2-yl)phenethyl)dodecanamide O=C1NC(CCC1N1C(C2=CC=C(C=C2C1=O)NCCCCCCCCCCCC(=O)NCCC1=CC=C(C=C1)N1[C@@H]2CN([C@H](C1)C2)\C=C\C(=O)C2=C(C=CC=C2)O)=O)=O